FC(C1NCCC1)(F)F 2-(trifluoromethyl)pyrrolidin